C1(CCCCC1)C(CC)(O[SiH](OCCC)CCCCCCCC)C1CCCCC1 dicyclohexyl-octyl-dipropoxysilane